[C@H](C)(CC)N1C=CC=2C(=NC(=CC21)NC=2SC(=CN2)C)O[C@@H]2CN(CC2)C(C=C)=O 1-((S)-3-((1-((S)-sec-butyl)-6-((5-methylthiazol-2-yl)amino)-1H-pyrrolo[3,2-c]pyridin-4-yl)oxy)pyrrolidin-1-yl)prop-2-en-1-one